N[C@@H]1CN(C[C@H]1OCC(C)(C)O)C(=O)OC(C)(C)C tert-Butyl (3R,4R)-3-amino-4-(2-hydroxy-2-methylpropoxy)pyrrolidine-1-carboxylate